4-chloro-N-(4-(((1R,5S,7s)-9-methyl-3-oxa-9-azabicyclo[3.3.1]nonan-7-yl)oxy)phenyl)pyrimidin-2-amine ClC1=NC(=NC=C1)NC1=CC=C(C=C1)OC1C[C@H]2COC[C@@H](C1)N2C